tri(isodecyl) cyclohexane-1,2,4-tripropionate C1(C(CC(CC1)CCC(=O)OCCCCCCCC(C)C)CCC(=O)OCCCCCCCC(C)C)CCC(=O)OCCCCCCCC(C)C